4-(8-fluoro-3-quinolyl)-1,2,2-trimethyl-quinazoline FC=1C=CC=C2C=C(C=NC12)C1=NC(N(C2=CC=CC=C12)C)(C)C